C(C)(C)C1=CC(=C(C=C1)N1C2=C(SC=3N=CC=C(NC1=O)C32)C(=O)N)C (4-isopropyl-2-methylphenyl)-4-oxo-4,5-dihydro-3H-1-thia-3,5,8-triazaacenaphthylene-2-carboxamide